C1(CCC1)CNCC=1C=CC=2N(C1)C=C(N2)CNC(C2=CN=CC(=C2)F)=O N-((6-(((cyclobutylmethyl)amino)methyl)imidazo[1,2-a]pyridin-2-yl)methyl)-5-fluoronicotinic acid amide